OC(CC)N1CC(N(CC1)C(CC)O)C bis-(alpha-hydroxypropyl)-2-methylpiperazine